N-(4,6-dimethylpyrimidin-2-yl)aniline CC1=NC(=NC(=C1)C)NC1=CC=CC=C1